O1C=NC=C1C1=NNC2=CC=C(C=C12)C1=C(C=CC=C1)S(=O)(=O)N (3-(1,3-oxazol-5-yl)-1H-indazol-5-yl)benzene-1-sulfonamide